ClC=1C=C(C=C(C1)Cl)C1=CC(=CC(=N1)OC=1C=NC(=NC1)N1CCN(CC1)C(=O)OCCCC)CN1CCC(CC1)CC(=O)OC Butyl 4-(5-((6-(3,5-dichlorophenyl)-4-((4-(2-methoxy-2-oxoethyl)piperidin-1-yl)methyl)pyridin-2-yl)oxy)pyrimidin-2-yl)piperazine-1-carboxylate